N-tridecyl-amine C(CCCCCCCCCCCC)N